4-aminophenylglycine NC1=CC=C(C(N)C(=O)O)C=C1